7-amino-8-oxo-5-thia-1-azabicyclo[4.2.0]oct-2-ene-2-carboxylic acid NC1C2SCC=C(N2C1=O)C(=O)O